(3S,4R)-3,4-dimethoxypyrrolidin CO[C@H]1CNC[C@H]1OC